FC1=C(C=C(C=C1)[N+](=O)[O-])C=1C=C2C(=NN(C2=CC1)C(C1=CC=CC=C1)(C1=CC=CC=C1)C1=CC=CC=C1)NC(=O)C1CCN(CC1)C N-[5-(2-fluoro-5-nitrophenyl)-1-trityl-1H-indazol-3-yl]-1-methylpiperidine-4-carboxamide